C1(CCCCC1)C=1C(=C(C=CC1C(=O)N)C(=O)N)C1CCCCC1 dicyclohexyl-1,4-benzenedicarboxamide